3,5-bis(trichloromethyl)benzenesulfonic acid ClC(C=1C=C(C=C(C1)C(Cl)(Cl)Cl)S(=O)(=O)O)(Cl)Cl